C1(=CC=CC=C1)S(=O)(=O)O.CN(CCC1=CNC=2C=CC=C(C12)O)C 3-(2-(dimethylamino)ethyl)-1H-indol-4-ol benzenesulfonate salt